BrC[C@H](COCC1=CC=C(C=C1)OC)C [[(2s)-3-bromo-2-methyl-propoxy]methyl]-4-methoxy-benzene